ClC=1C=CC(=C(C1)C1=C2C(=NC(=C1)C)C(=CS2)C(=O)[O-])OCCN2C(=NC=1CCC(CC1C2=O)NCC2=CC(=NC=C2)OC)C 7-(5-chloro-2-(2-(6-(((2-methoxypyridin-4-yl)methyl)amino)-2-methyl-4-oxo-5,6,7,8-tetrahydroquinazolin-3(4H)-yl)ethoxy)phenyl)-5-methylthieno[3,2-b]pyridine-3-carboxylate